CN(CCOC=1C=CC(=C(C(=O)NC2(CC2)C=2C=CC=C3C=CC=NC23)C1)C)C 5-(2-(Dimethylamino)ethoxy)-2-methyl-N-(1-(quinolin-8-yl)cyclopropyl)benzamide